ClC1=CC(=C(C=C1)B(O)O)C=O (4-chloro-2-formylphenyl)boronic acid